NC1=NN(C2=C(C=CC=C12)OCCN1[C@H](CN(C[C@H]1C)C(=O)OCC1=CC=CC=C1)C)C Benzyl (3s,5r)-4-(2-((3-amino-1-methyl-1H-indazol-7-yl) oxy) ethyl)-3,5-dimethylpiperazine-1-carboxylate